ClC1=NC=C(C(=C1)C1=C(C=NC(=C1)C([2H])([2H])[2H])C(=O)NC=1SC2=C(C=NC(=C2F)C2=C(N=NN2C)C)N1)OC([2H])([2H])[2H] 2'-chloro-N-(6-(1,4-dimethyl-1H-1,2,3-triazol-5-yl)-7-fluorothiazolo[4,5-c]pyridin-2-yl)-5'-(methoxy-d3)-6-(methyl-d3)-[4,4'-bipyridine]-3-carboxamide